COC1=CC=C(CN(C2=NC(=NN3C2=NC=C3C(C3CCN(CC3)C(=O)OC(C)(C)C)O)\C=C\CCC)CC3=CC=C(C=C3)OC)C=C1 tert-butyl (E)-4-((4-(bis(4-methoxybenzyl)amino)-2-(pent-1-en-1-yl)imidazo[2,1-f][1,2,4]triazin-7-yl)(hydroxy)methyl)piperidin-1-carboxylate